CC=1C=C2CN(C(C2=CC1CC1=CC=C(C=C1)C1=CC(=NC=C1)C)=O)CC1OCCC1 5-methyl-6-(4-(2-methylpyridin-4-yl)benzyl)-2-(tetrahydrofuran-2-ylmethyl)isoindolin-1-one